OCC(C#CC1=CC=C(C(=O)OC)C=C1)(C)C Methyl 4-(4-hydroxy-3,3-dimethyl-but-1-ynyl)benzoate